(S)-2-((2-((5-(N-(2-Carboxyethyl)sulfamoyl)pyridin-3-yl)methoxy)-5-chloro-4-((3-(2,3-dihydrobenzo[b][1,4]dioxin-6-yl)-2-methylbenzyl)oxy)benzyl)amino)-3-hydroxy-2-methylpropanoic acid C(=O)(O)CCNS(=O)(=O)C=1C=C(C=NC1)COC1=C(CN[C@](C(=O)O)(CO)C)C=C(C(=C1)OCC1=C(C(=CC=C1)C1=CC2=C(OCCO2)C=C1)C)Cl